ClC1=CC=C(C=C1)SC=1C(C(C1NCC1=CC=C(C=C1)C1=NOC(=N1)C(F)(F)F)=O)=O 3-((4-chlorophenyl)thio)-4-((4-(5-(trifluoromethyl)-1,2,4-oxadiazol-3-yl)benzyl)amino)cyclobut-3-ene-1,2-dione